N-(prop-2-yn-1-yl)-N-(2-(5-(prop-2-yn-1-yloxy)-1H-indol-3-yl)ethyl)prop-2-yn-1-amine C(C#C)N(CC#C)CCC1=CNC2=CC=C(C=C12)OCC#C